Methyl (S)-3-(2',4'-dimethyl-6'-(pent-4-en-1-yloxy)-[1,1'-biphenyl]-3-yl)-3-((R)-2-((methylsulfonyl)oxy)pent-4-enamido)propanoate CC1=C(C(=CC(=C1)C)OCCCC=C)C1=CC(=CC=C1)[C@H](CC(=O)OC)NC([C@@H](CC=C)OS(=O)(=O)C)=O